(E)-1-amino-3-((2-hydroxyethyl)(ethyl)amino)propan-2-ol methyl-6-[(1R)-2-benzyloxy-1-methyl-pent-4-enoxy]-3-(tert-butoxycarbonylamino)-5-(trifluoromethyl)pyridine-2-carboxylate CC1=C(C(=NC(=C1C(F)(F)F)O[C@@H](C(CC=C)OCC1=CC=CC=C1)C)C(=O)OC(CN)CN(CC)CCO)NC(=O)OC(C)(C)C